[2'-amino-1,1'-biphenyl-2-yl]palladium (II) NC1=C(C=CC=C1)C1=C(C=CC=C1)[Pd+]